C(C)OC1=CC=C(C=C2C(N(C(S2)=S)CC(=O)O)=O)C=C1 [5-(4-ethoxybenzylidene)-4-oxo-2-thioxo-1,3-thiazolidin-3-yl]acetic acid